CC1=C2NCCN(C2=CC=C1)C1=CC2=C(N=CN=C2)N(C1=O)C1=CC=C(C=C1)CN1CCOCC1 6-(5-methyl-3,4-dihydro-2H-quinoxalin-1-yl)-8-[4-(morpholinomethyl)phenyl]pyrido[2,3-d]pyrimidin-7-one